2-(((1r,4r)-4-((diphenylcarbamoyloxy)methyl)cyclohexyl)methoxy)acetic acid C1(=CC=CC=C1)N(C(=O)OCC1CCC(CC1)COCC(=O)O)C1=CC=CC=C1